2-(cyclopropylmethyl)-N-(2-methoxyethyl)-N-phenyl-1,2,3,4-tetrahydroisoquinolin-7-amine hydrochloride Cl.C1(CC1)CN1CC2=CC(=CC=C2CC1)N(C1=CC=CC=C1)CCOC